C(C)(C)(C)OC(=O)N1CC(C1)N1CCC(CC1)C(C)=O 3-(4-Acetylpiperidin-1-yl)azetidine-1-carboxylic acid tert-butyl ester